N-(1H-benzo[D]imidazole-2-yl)-2,4-difluorobenzamide N1C(=NC2=C1C=CC=C2)NC(C2=C(C=C(C=C2)F)F)=O